ClC1=NC=2N(C(=C1)NC(C)C=1SC=CN1)N=CC2C(C)C 5-Chloro-3-isopropyl-N-(1-(thiazol-2-yl)ethyl)pyrazolo[1,5-a]pyrimidin-7-amine